diammonium zinc ethylenediamine tetraacetate C(C)(=O)ON(CCN(OC(C)=O)OC(C)=O)OC(C)=O.[Zn+2].[NH4+].[NH4+]